(R)-(4-(1-(3-fluorophenyl)-3-(methylamino)propoxy)benzyl)-1-methyl-1,2,3,4-tetrahydro-5H-pyrido[2,3-e][1,4]diazepin-5-one FC=1C=C(C=CC1)C(CCNC)OC1=CC=C(C[C@@H]2CNC(C3=C(N2C)N=CC=C3)=O)C=C1